6-amino-4-((2-methoxyethyl)thio)nicotinonitrile NC1=NC=C(C#N)C(=C1)SCCOC